NC1=NC=2N(C(C(=NC2C(=N1)Cl)C(F)(F)F)=O)CCN1CCN(CC1)C1=C(C=CC=C1)F 2-amino-4-chloro-8-(2-(4-(2-fluorophenyl)piperazin-1-yl)ethyl)-6-trifluoromethylpteridin-7(8H)-one